ClC1=C(C=CC(=C1)Cl)O (l)-2,4-dichlorophenol